OC=1C=CC=C2C=CC(=NC12)C(=O)O.OC=1C=CC=C2C=CC=NC12 8-hydroxyquinoline (8-hydroxyquinolinate)